FC1=CC=C(C=2N=C(SC21)N)C2=C(C=C1C(=NC(=NC1=C2F)OC[C@]21CCCN1C[C@@H](C2)F)N2CC(C2)OC)C(F)(F)F 7-fluoro-4-(8-fluoro-2-(((2R,7aS)-2-fluorotetrahydro-1H-pyrrolizin-7a(5H)-yl)methoxy)-4-(3-methoxyazetidin-1-yl)-6-(trifluoromethyl)quinazolin-7-yl)benzo[d]thiazol-2-amine